Tert-Butyl N-[5-[5-(6-azanyl-1,3-benzothiazol-2-yl)-6-fluoranyl-pyridin-2-yl]pyrimidin-2-yl]-N-methyl-carbamate NC1=CC2=C(N=C(S2)C=2C=CC(=NC2F)C=2C=NC(=NC2)N(C(OC(C)(C)C)=O)C)C=C1